acetoxypyrazineacetamide C(C)(=O)OC=1C(=NC=CN1)CC(=O)N